1-(4-cyclobutylphenyl)cyclopropane-1-carboxylic acid C1(CCC1)C1=CC=C(C=C1)C1(CC1)C(=O)O